FC=1C=C(CC2=CC(=NC=C2)N2N=CC(=C2C)C(=O)OC)C=C(C1)C(F)(F)F methyl 1-(4-(3-fluoro-5-(trifluoromethyl) benzyl) pyridin-2-yl)-5-methyl-1H-pyrazole-4-carboxylate